2-(2,6-dioxopiperidin-3-yl)-4-(((S)-pentan-2-yl)amino)isoindoline-1,3-dione O=C1NC(CCC1N1C(C2=CC=CC(=C2C1=O)N[C@@H](C)CCC)=O)=O